N-Boc-(2-amino-4-(methanesulfonyl)oxybutyl)ethanethioate C(=O)(OC(C)(C)C)NC(CCC([O-])=S)CCOS(=O)(=O)C